ClC1=C(C=CC(=C1)Cl)/C=C/C(=O)N[C@H](C(=O)NC(C=NO)C[C@H]1C(NCC1)=O)CC(C)(C)C (2S)-2-((E)-3-(2,4-dichlorophenyl)acrylamido)-N-(1-(hydroxyimino)-3-((S)-2-oxopyrrolidin-3-yl)propan-2-yl)-4,4-dimethylvaleramide